5-{4-[4-(3,5-dimethylpyridin-2-yl)piperazine-1-carbonyl]phenyl}-5-isopropylimidazolidine-2,4-dione CC=1C(=NC=C(C1)C)N1CCN(CC1)C(=O)C1=CC=C(C=C1)C1(C(NC(N1)=O)=O)C(C)C